CC=1C(=CC=2N(C3=CC=CC=C3C2C1C)C)C1=C(C=C(C=C1)Cl)N 3,4,9-trimethyl-2-(2'-amino-4'-chlorophenyl)carbazole